S1C=NC2=C1C=CC(=C2)NC2=CC=NC1=CC=C(C=C21)C2=C(C=C(CN1CCC(CC1)(O)C)C=C2)F 1-(4-(4-(benzo[d]thiazol-5-ylamino)quinolin-6-yl)-3-fluorobenzyl)-4-methylpiperidin-4-ol